C(C)(C)(C)N(C(O)=O)C1CC(C1)OC=1C=NC(=CC1)C(C)(C)C1=CC=C(C=C1)OC.C(=O)(O)CSC1=C2NC=NC2=NC=N1 6-(carboxylmethylmercapto)purine tert-butyl-((1s,3s)-3-((6-(2-(4-methoxyphenyl)propane-2-yl)pyridin-3-yl)oxy)cyclobutyl)carbamate